6-(4-(((S)-3,3-difluoro-4-(3,9-diazaspiro[5.5]undecan-3-yl)piperidin-1-yl)methyl)indolin-1-yl)-N-((1R,2S)-2-fluorocyclopropyl)-8-(methylamino)imidazo[1,2-b]pyridazine-3-carboxamide FC1(CN(CC[C@@H]1N1CCC2(CC1)CCNCC2)CC2=C1CCN(C1=CC=C2)C=2C=C(C=1N(N2)C(=CN1)C(=O)N[C@H]1[C@H](C1)F)NC)F